CN1C(C(=CC2=C1N=C(N=C2)SC)N2CC1C(CC2)CN(C1)C(=O)OC(C)(C)C)=O tert-butyl 5-(8-methyl-2-methylsulfanyl-7-oxo-pyrido[2,3-d]pyrimidin-6-yl)-3,3a,4,6,7,7a-hexahydro-1H-pyrrolo[3,4-c]pyridine-2-carboxylate